Cl.C12(CCC(CC1)C2)C(=O)O.C21(CCC(CC2)C1)C(=O)O bis(bicyclo[2.2.1]heptane-1-carboxylic acid) monohydrochloride